Cl.Cl.C(CCC)(N)N butanediamine dihydrochloride